1-(5-chloropyridin-2-yl)-N-[3-(4,5-dimethyl-6-oxo-1,6-dihydropyrimidin-2-yl)-2-fluoro-4-(trifluoromethyl)benzyl]piperidine-4-carboxamide ClC=1C=CC(=NC1)N1CCC(CC1)C(=O)NCC1=C(C(=C(C=C1)C(F)(F)F)C=1NC(C(=C(N1)C)C)=O)F